C(CCCCCCCCCCCCCCC)(=O)C([C@@H](O)C(CCCCCCCCCCCCCCC)=O)NCCCN(C)C |r| DL-1,2-dipalmitoyl-dimethylaminopropyl-beta-hydroxyethylamine